C(C)(C)(C)C1=CC=C(OC2=CC=C(C=N2)NC(=O)OC(CCC(=O)NC(P(O)(O)=O)P(O)(O)=O)C(F)(F)F)C=C1 ((4-(((6-(4-(tert-butyl)phenoxy)pyridin-3-yl)carbamoyl)oxy)-5,5,5-trifluoropentanamido)methylene)bis(phosphonic acid)